(23S)-2α-hydroxy-23-ethyl-5α-cholan-6-one O[C@H]1CC[C@@H]2C(C[C@H]3[C@@H]4CC[C@H]([C@@H](C[C@@H](C)CC)C)[C@]4(CC[C@@H]3[C@]2(C1)C)C)=O